FC1=C2C(=C(C(=C(C2=CC=C1)F)O)C(=O)O)F trifluoro-2-hydroxy-3-naphthoic acid